β-styrylacrylic acid C(=CC1=CC=CC=C1)C=CC(=O)O